1-(4-aminopyridin-2-yl)ethan-1-one [1-[4-[methyl(tetrahydropyran-4-yl)amino]-5-oxido-6,7-dihydro-thieno[3,2-d]pyrimidin-5-ium-2-yl]azetidin-3-yl]4-(methylsulfamoyl)-benzoate CN(C=1C2=C(N=C(N1)N1CC(C1)OC(C1=CC=C(C=C1)S(NC)(=O)=O)=O)CC[S+]2[O-])C2CCOCC2.NC2=CC(=NC=C2)C(C)=O